7-((3,4-Difluorobenzyl)oxy)-2-((S)-pyrrolidine-2-carbonyl)-3,4,11,11a-tetrahydro-1H-pyrazino[1',2':3,4]imidazo[1,2-c]pyrimidin-9(2H)-one FC=1C=C(COC=2C=C3N(C(N2)=O)CC2N3CCN(C2)C(=O)[C@H]2NCCC2)C=CC1F